2-(5-bromopyridin-3-yl)-2,6-diazaspiro[3.3]heptane-5-d BrC=1C=C(C=NC1)N1CC2(C1)C(NC2)[2H]